CC=1C=C(C=CC1C)S(=O)(=O)[O-] 3,4-dimethylbenzenesulfonate